[Si](C)(C)(C(C)(C)C)OCCN(S(=O)(=O)C1(CC1)C(=O)OCC)CC1=CC=C(C=C1)OC ethyl 1-[2-[tert-butyl(dimethyl)silyl]oxyethyl-[(4-methoxyphenyl)methyl] sulfamoyl]cyclopropanecarboxylate